COC(C(C)(C)OC(=O)OCCl)=O (((chloromethoxy)carbonyl)oxy)-2-methylpropanoic acid methyl ester